C(CCC)C1CC2C(N(OC2(C)C)C(C)C)CC1 5-Butyl-1-isopropyl-3,3-dimethyloctahydrobenzo[c]isoxazol